(2,3,4,5,6-pentafluorophenyl) 3,5-bis[4-[bis(5-nonoxy-5-oxo-pentyl)amino]butylcarbamoyl]benzoate C(CCCCCCCC)OC(CCCCN(CCCCNC(=O)C=1C=C(C(=O)OC2=C(C(=C(C(=C2F)F)F)F)F)C=C(C1)C(NCCCCN(CCCCC(OCCCCCCCCC)=O)CCCCC(OCCCCCCCCC)=O)=O)CCCCC(OCCCCCCCCC)=O)=O